5-glyceryl-methyl-cytosine C(C(O)CO)C=1C(=NC(NC1)=O)NC